BrC1=NN(C=C1)C(C1=CC=CC=C1)(C1=CC=CC=C1)C1=CC=CC=C1 3-bromo-1-trityl-1H-pyrazole